COC(C)CCC 2-Methoxypentan